FC=1C(=CC=2N(C(C(=C(N2)C(F)(F)F)C2=CC=C(C=C2)OCC(F)(F)F)=O)C1)OC 7-fluoro-8-methoxy-3-[4-(2,2,2-trifluoroethoxy)phenyl]-2-(trifluoromethyl)-4H-pyrido[1,2-a]pyrimidin-4-one